OC(C)(C)C1=C(C=CC=C1)SC1=C(C=CC=C1)C(C)(C)O bis[2-(1-hydroxy-1-methylethyl)phenyl]Sulfide